2-(6-{5-chloro-2-[(oxacyclohex-4-yl)amino]pyrimidin-4-yl}-1-oxo-2,3-dihydro-1H-isoindol-2-yl)-N-[(1S,2S)-2-hydroxy-1-(6-methoxypyridin-2-yl)propyl]acetamide ClC=1C(=NC(=NC1)NC1CCOCC1)C1=CC=C2CN(C(C2=C1)=O)CC(=O)N[C@H]([C@H](C)O)C1=NC(=CC=C1)OC